6-methoxy-5-(2-methyl-3-(methyl-d3)phenyl)-3-(6-(4-methylpiperazin-1-yl)pyridin-3-yl)-1H-pyrazolo[4,3-b]pyridine COC=1C=C2C(=NC1C1=C(C(=CC=C1)C([2H])([2H])[2H])C)C(=NN2)C=2C=NC(=CC2)N2CCN(CC2)C